COC1(COCC1)C1=CC(=CC(=N1)N1C(N(C=2C=NC(=CC21)NC(C)=O)C)=O)C N-(1-(6-(3-Methoxytetrahydrofuran-3-yl)-4-methylpyridin-2-yl)-3-methyl-2-oxo-2,3-Dihydro-1H-imidazo[4,5-c]pyridin-6-yl)acetamide